[[(4-chlorophenyl)-phenyl-methyl]-methyl-amino] (2S)-2-[(3-acetoxy-4-methoxy-pyridine-2-carbonyl) amino]propanoate C(C)(=O)OC=1C(=NC=CC1OC)C(=O)N[C@H](C(=O)ON(C)C(C1=CC=CC=C1)C1=CC=C(C=C1)Cl)C